C(C1=CC=CC=C1)OCC1=CC=C(C=C1)NC(C1=CC(=CC=C1)C1=NC(=C(N=C1)C)NS(=O)(=O)C1CC1)=O N-(4-((benzyloxy)methyl)phenyl)-3-(6-(cyclopropanesulfonamido)-5-methylpyrazin-2-yl)benzamide